(S)-(-)-methyloxirane C[C@@H]1OC1